C1(CC1)N1N=CC(=C1)C1=CC(=C(C=C1)NC1=C(N=NC=C1)C(=O)NC([2H])([2H])[2H])OC(F)F 4-((4-(1-cyclopropyl-1H-pyrazol-4-yl)-2-(difluoromethoxy)phenyl)amino)-N-(methyl-d3)pyridazine-3-carboxamide